4-((1-isopropylpiperidin-4-yl)amino)quinazoline-2-carbonitrile C(C)(C)N1CCC(CC1)NC1=NC(=NC2=CC=CC=C12)C#N